3-fluoro-5-((6-(3-methylisoxazol-4-yl)-1-oxo-2,7-naphthyridin-2(1H)-yl)methyl)-N-((tetrahydro-2H-pyran-4-yl)methyl)benzamide FC=1C=C(C(=O)NCC2CCOCC2)C=C(C1)CN1C(C2=CN=C(C=C2C=C1)C=1C(=NOC1)C)=O